4-hydroxy-7-methyl-3-(2,2,2-trifluoroethan-1-one-1-yl)-2H,7H-pyrano[5,6-c]carbazole OC1=C(COC2=C1C=CC=1N(C=3C=CC=CC3C21)C)C(C(F)(F)F)=O